19-hydroxy-4-androstenedione OC[C@]12CCC(C=C1CC[C@H]1[C@@H]3CCC([C@@]3(C)CC[C@H]21)=O)=O